CC1(C2=CC=CC(=C2OC=2C(=CC=CC12)P(C1=CC=CC=C1)C1=CC=CC=C1)P(C1=CC=CC=C1)C1=CC=CC=C1)C 9,9-dimethyl-4,5-bis-diphenylphosphinoxanthene